CN(CCCNC(=O)C=1SC=2N=CN=C(C2N1)NC1=C(C=C(C=C1)F)OC(C)C)C N-[3-(dimethylamino)propyl]-7-(4-fluoro-2-isopropoxy-anilino)thiazolo[5,4-d]pyrimidine-2-carboxamide